N1(CCN(CC1)C(=O)OC(C)(C)C)C(=O)OC=1C=CC2=C(C1)OC(C=1C2N2N(CC1)C(N(C2=O)C2=CC=C(C=C2)C(C)=O)=O)(C)C (2-(4-acetylphenyl)-7,7-dimethyl-1,3-dioxo-2,3,5,12b-tetrahydro-1H,7H-chromeno[4,3-c][1,2,4]triazolo[1,2-a]pyridazin-10-yl) 4-(tert-butyl) piperazine-1,4-dicarboxylate